(S)-1-(1-(5-fluoro-3-methylbenzofuran-2-yl)-2-methylpropyl)-3-(2-(3-fluoroazetidin-1-yl)pyrimidin-5-yl)urea FC=1C=CC2=C(C(=C(O2)[C@H](C(C)C)NC(=O)NC=2C=NC(=NC2)N2CC(C2)F)C)C1